(1-(2-(phenylamino)pyrimidine-4-carbonyl)piperidin-4-yl)carbamic acid tert-butyl ester C(C)(C)(C)OC(NC1CCN(CC1)C(=O)C1=NC(=NC=C1)NC1=CC=CC=C1)=O